O=C1NC(CCC1N1C(N(C2=C1C=CC=C2)CCCC(=O)O)=O)=O 4-(3-(2,6-dioxopiperidin-3-yl)-2-oxo-2,3-dihydro-1H-benzo[d]imidazol-1-yl)butanoic acid